6-(5-Fluoro-2-pyridinyl)-8-methoxy-N-[(1R)-1-(6-methylpyridazin-3-yl)ethyl]quinazolin-4-amine FC=1C=CC(=NC1)C=1C=C2C(=NC=NC2=C(C1)OC)N[C@H](C)C=1N=NC(=CC1)C